glycerol bisbehenate C(CCCCCCCCCCCCCCCCCCCCC)(=O)OCC(OC(CCCCCCCCCCCCCCCCCCCCC)=O)CO